ClC=1C(=NN(C1)CC)C(=O)N1CCN(CC1)CCC1=CC=C(C=C1)F (4-Chloro-1-ethyl-1H-pyrazol-3-yl)-{4-[2-(4-fluoro-phenyl)-ethyl]-piperazin-1-yl}-methanone